(R)-N-((S)-2-cyano-1-methyl-4,5,6,7-tetrahydro-1H-indol-4-yl)-2-methylpropane-2-sulfinamide C(#N)C=1N(C=2CCC[C@@H](C2C1)N[S@](=O)C(C)(C)C)C